N(=C=O)CCOC(C(CCC(=O)OCCN=C=O)N=C=O)=O bis(2-isocyanatoethyl)-2-isocyanato-glutarate